N-[2-(4-fluorophenyl)-2-oxo-ethyl]Acetamide FC1=CC=C(C=C1)C(CNC(C)=O)=O